methyl 3-((2-((S)-(((benzyloxy)carbonyl)amino)(4,4-difluorocyclohexyl)methyl)-7-methoxyimidazo[1,2-b]pyridazin-6-yl)methyl)-5,5-difluoro-2-oxopiperidine-3-carboxylate C(C1=CC=CC=C1)OC(=O)N[C@H](C=1N=C2N(N=C(C(=C2)OC)CC2(C(NCC(C2)(F)F)=O)C(=O)OC)C1)C1CCC(CC1)(F)F